5-[4-(6-chloropyridazin-3-yl)-3-(methoxymethoxy)phenyl]-3-methoxypyridazine ClC1=CC=C(N=N1)C1=C(C=C(C=C1)C=1C=C(N=NC1)OC)OCOC